COC(=O)C1=NC(=NC(=C1)NC1=C(C=CC=C1)OC)Cl 2-Chloro-6-((2-methoxyphenyl)amino)pyrimidine-4-carboxylic acid methyl ester